6-methyl-5-(2-oxo-7-phenylindolin-5-yl)-3,6-dihydro-2H-1,3,4-thiadiazin-2-one CC1C(=NNC(S1)=O)C=1C=C2CC(NC2=C(C1)C1=CC=CC=C1)=O